α-[[(3-Methylcyclobutyl)amino]methyl]-2-pyridinemethanol CC1CC(C1)NCC(O)C1=NC=CC=C1